ClC1=CC2=C(N(C(N=C2N2[C@H](CN(CC2)C(=O)OC(C)(C)C)C)=O)C2=C(C=CC=C2)C(C)C)N=C1N1C(CCCC1)C (M)-(3S)-tert-butyl 4-(6-chloro-1-(2-isopropylphenyl)-7-(2-methylpiperidin-1-yl)-2-oxo-1,2-dihydropyrido[2,3-d]pyrimidin-4-yl)-3-methylpiperazine-1-carboxylate